2,9-bis(p-methoxyphenyl)-1,10-phenanthroline COC1=CC=C(C=C1)C1=NC2=C3N=C(C=CC3=CC=C2C=C1)C1=CC=C(C=C1)OC